C1CC12CN(CC2)CCC2=C(C(=O)N)C=CC(=C2NC2=NN(C1=NC(=NC=C12)NC=1C=NN(C1)C)C)C (2-(5-azaspiro[2.4]heptan-5-yl)ethyl)-4-methyl-3-((1-methyl-6-((1-methyl-1H-pyrazol-4-yl)amino)-1H-pyrazolo[3,4-d]pyrimidin-3-yl)amino)benzamide